C(CC)C(=C)C1=CC=CC=C1 α-propyl-styrene